C(C)(C)(C)OC(=O)N(C=1OC=C(N1)C(=O)O)C1=C2CCCC2=C(C=2CCCC12)F 2-((tert-butoxycarbonyl)(8-fluoro-1,2,3,5,6,7-hexahydro-s-indacen-4-yl)amino)oxazole-4-carboxylic acid